C(=C)S(=O)C=C divinyl sulfoxid